C(CCCCCCC#N)#N Suberonitril